trans-(E)-4-(dimethylamino)-N-(3-((6-(2-fluoro-4-hydroxyphenyl)-1H-indazole-4-yl)oxy)cyclobutyl)-N-methylbut-2-enamide CN(C/C=C/C(=O)N(C)[C@@H]1C[C@H](C1)OC1=C2C=NNC2=CC(=C1)C1=C(C=C(C=C1)O)F)C